Tetrabutyl-ammonium ethylcarbonat C(C)OC([O-])=O.C(CCC)[N+](CCCC)(CCCC)CCCC